N-(2-hydroxy-2-methyl-propyl)-7-methyl-13,16-dioxa-18-thia-2,3,5,8-tetrazatetracyclo[8.8.0.02,6.011,17]octadeca-1(10),3,5,8,11(17)-pentaene-4-carboxamide OC(CNC(=O)C1=NN2C=3SC=4OCCOCC4C3C=NC(C2=N1)C)(C)C